2-(5-fluoro-2-methyl-1-(4-(methylsulfinyl)benzylidene)-1H-inden-3-yl)acetic acid FC=1C=C2C(=C(C(C2=CC1)=CC1=CC=C(C=C1)S(=O)C)C)CC(=O)O